N1=CN=CC2=C1N=CC(=C2)C(=O)O pyrido[2,3-d]pyrimidine-6-carboxylic acid